Acetic acid 3-[4-(4-chloro-phenyl)-5-eth-yl-thiazol-2-yl]-2-oxo-2H-chromen-7-yl ester ClC1=CC=C(C=C1)C=1N=C(SC1CC)C=1C(OC2=CC(=CC=C2C1)OC(C)=O)=O